CC1=C(C(=C(C=2C3=C(C(=C(C(=C3NC12)C)C)C)C)C)C)C 1,2,3,4,5,6,7,8-octamethyl-9H-carbazol